C(C)C1=NC(=CC(=C1)C1=CC=CC=C1)C1=NC=CC=C1 2-ethyl-4-phenyl-6-(pyridin-2-yl)pyridine